1-(allyloxy)-2-methyl-1-oxopropan-2-yl 5-amino-2-bromo-4-fluorobenzoate NC=1C(=CC(=C(C(=O)OC(C(=O)OCC=C)(C)C)C1)Br)F